FC1=C(OCC(=O)NN)C=CC=C1 2-(2-fluorophenoxy)acethydrazide